BrC=1C=C(C(=NC1)CC(C(=O)OCC)C(=O)OCC)[N+](=O)[O-] diethyl 2-((5-bromo-3-nitropyridin-2-yl)methyl)malonate